4-(1-mono(5-(6-chloro-7-fluoro-3-(1H-imidazol-1-yl)-5-methoxy-1-methyl-1H-indol-2-yl)-4H-1,2,4-triazol-3-yl)ethyl)morpholine ClC1=C(C=C2C(=C(N(C2=C1F)C)C=1NC(=NN1)C(C)N1CCOCC1)N1C=NC=C1)OC